((2S,3R,4R,5S)-5-(4-amino-6-bromo-5-carbamoyl-1H-pyrrolo[2,3-d]pyrimidinone-1-yl)-3,4-dihydroxy-tetrahydrofuran-2-yl)pivalic acid methyl ester COC(C(C[C@@H]1O[C@@H]([C@@H]([C@H]1O)O)N1C(NC(=C2C1=NC(=C2C(N)=O)Br)N)=O)(C)C)=O